NC1=C2C(=NC=N1)N(N=C2C(=O)NC=2OC1=C(N2)C=C(C=C1)Cl)[C@H]1CN(CCC1)C(C(=C)C)=O (R)-4-amino-N-(5-chlorobenzo[d]oxazol-2-yl)-1-(1-methacryloylpiperidin-3-yl)-1H-pyrazolo[3,4-d]pyrimidine-3-carboxamide